C(C1=CC=CC=C1)OC1=C(C=C(C=C1)/C=C/C(=O)N1CCN(CC1)S(=O)(=O)C1=CC=C(C=C1)[N+](=O)[O-])OC (E)-3-(4-(benzyloxy)-3-methoxyphenyl)-1-(4-((4-nitrophenyl)sulfonyl)piperazin-1-yl)prop-2-en-1-one